(5-cyano-1H-pyrrolo[2,3-b]pyridin-4-yl)-N-(3-methoxy-1,2,4-thiadiazol-5-yl)-1,6-diazaspiro[3.5]nonane-1-carboxamide C(#N)C=1C(=C2C(=NC1)NC=C2)C2N(C1(C2)CNCCC1)C(=O)NC1=NC(=NS1)OC